tetraoctyl orthocarbonate C(OCCCCCCCC)(OCCCCCCCC)(OCCCCCCCC)OCCCCCCCC